CC=1C2=C(N=CN1)N(C=C2)[C@H]2[C@@H]([C@]1(CC[C@@H]([C@H]1C2)O[Si](C2=CC=CC=C2)(C2=CC=CC=C2)C2=CC=CC=C2)O)O (1S,2R,3aR,4S,6aR)-2-(4-methyl-7H-pyrrolo[2,3-d]pyrimidin-7-yl)-4-((triphenylsilyl)oxy)hexahydro-pentalene-1,6a(1H)-diol